O[C@@H]1C[C@H](N(C1)S(=O)(=O)C1=CC=C(C)C=C1)C(=O)OC (2S,4R)-Methyl 4-hydroxy-1-tosylpyrrolidine-2-carboxylate